ClC1=C(OCCN2CC(CC2)O)C=C(C(=C1)O)Cl 1-(2-(2,5-dichloro-4-hydroxyphenoxy)ethyl)pyrrolidine-3-ol